OC(=O)C(F)(F)F.CN1N=C(C=C1)C1NOCC1 3-(1-methylpyrazol-3-yl)isoxazolidine TFA salt